bromo-4-methoxy-2-{[2-(trimethylsilyl)ethoxy]methyl}-2H-indazole-7-carboxylic acid BrC=1N(N=C2C(=CC=C(C12)OC)C(=O)O)COCC[Si](C)(C)C